FC=1C(=CC(=C2C=C(NC12)C(=O)N(C)C)B1OC(C(O1)(C)C)(C)C)C1=CCCN(C1)C(C(C)C)=O 7-fluoro-N,N-dimethyl-6-[1-(2-methylpropanoyl)-3,6-dihydro-2H-pyridin-5-yl]-4-(4,4,5,5-tetramethyl-1,3,2-dioxaborolan-2-yl)-1H-indole-2-carboxamide